NC=1SC(=NN1)C1=CC=C(C=C1)Br 2-amino-5-(4-bromophenyl)-1,3,4-thiadiazole